FC(C1=CC=C(CCN)C=C1)(F)F 4-(trifluoromethyl)phenethylamine